ClC1=CC(=CC=2CN(CCOC21)CC=2C=CC(=NC2)C(=O)OC)N2C=CC1=CC(=CC=C21)F methyl 5-{[9-chloro-7-(5-fluoroindol-1-yl)-3,5-dihydro-2H-1,4-benzoxazepin-4-yl]methyl}pyridine-2-carboxylate